OC1CC2(CC(C2)N2C=3C4=C(C(=NN4CCC2=O)C2=NNC=C2)N=C(C3)N3[C@@H](COCC3)C)C1 (R)-6-(6-hydroxyspiro[3.3]heptane-2-yl)-4-(3-methylmorpholinyl)-2-(1H-pyrazol-3-yl)-8,9-dihydro-1,3,6,9a-tetraazabenzo[cd]azulene-7(6H)-one